{(S)-16-[(E)-3-(5-Chloro-2-tetrazol-1-yl-phenyl)-acryloylamino]-14-oxo-8,13,18,20-tetraaza-tricyclo[15.2.1.02,7]icosa-1(19),2,4,6,17(20)-pentaen-5-yl}-carbamic Acid methyl ester COC(NC1=CC=C2C3=CNC([C@H](CC(NCCCCNC2=C1)=O)NC(\C=C\C1=C(C=CC(=C1)Cl)N1N=NN=C1)=O)=N3)=O